(R)-3-(1-oxo-5-(piperazin-1-yl)isoindolin-2-yl)piperidine-2,6-dione hydrochloride salt Cl.O=C1N(CC2=CC(=CC=C12)N1CCNCC1)[C@H]1C(NC(CC1)=O)=O